S(=O)(=O)(O)CCS(=O)(=O)O.C(C)(C)OC([C@H]([C@@H](C)O)NCC1=CC2=C(N(C(=N2)C2=CN(C(C(=C2)C)=O)C)CC2CCOCC2)C=C1)=O (2s,3r)-2-(((2-(1,5-dimethyl-6-oxo-1,6-dihydropyridin-3-yl)-1-((tetrahydro-2H-pyran-4-yl)methyl)-1H-benzo[d]imidazol-5-yl)methyl)amino)-3-hydroxybutyric acid isopropylester edisylate